camphoyl chloride C12(C(CC(CC1)C2(C)C)C(=O)Cl)C